1-(3-fluorophenyl)ethan-1-ol FC=1C=C(C=CC1)C(C)O